S1C=NC2=C1C=CC(=C2)C2=CC=C(C=C2)C[C@@H](C#N)NC(=O)[C@H]2OCCCNC2 (2S)-N-{(1S)-2-[4-(1,3-benzothiazol-5-yl)phenyl]-1-cyanoethyl}-1,4-oxaazepane-2-carboxamide